3-ethyl-2-(3-fluoro-4-isobutyrylphenyl)imidazo[1,2-a]Pyridine-7-carboxylic acid C(C)C1=C(N=C2N1C=CC(=C2)C(=O)O)C2=CC(=C(C=C2)C(C(C)C)=O)F